5,8-dihydroxy-4a,9a-dihydroanthracene-9,10-dione OC1=C2C(C3C=CC=CC3C(C2=C(C=C1)O)=O)=O